3a,5-Dimethyl-6-(trifluoromethyl)-2,3,3a,4-tetrahydro-1H-cyclopenta[b]quinoline CC12NC=3C(=C(C=CC3C=C1CCC2)C(F)(F)F)C